6-[2-[2-[Tert-butyl-(dimethyl)silyl]oxyethyl]-3,4-dihydro-1H-isoquinolin-7-yl]-1-(3-chlorophenyl)-5-methyl-7-oxo-pyrazolo[4,3-d]pyrimidine-3-carbonitrile C(C)(C)(C)[Si](OCCN1CC2=CC(=CC=C2CC1)N1C(=NC2=C(C1=O)N(N=C2C#N)C2=CC(=CC=C2)Cl)C)(C)C